1-(1-hydroxy-2-methylpropan-2-yl)imidazoline OCC(C)(C)N1C=NCC1